N-(4-((2-(7-aminoheptanoyl)isoindolin-5-yl)carbamoyl)benzyl)-N-cyclopropyl-3-oxo-3,4-dihydro-2H-benzo[b][1,4]oxazine-7-carboxamide 2,2,2-trifluoroacetate FC(C(=O)O)(F)F.NCCCCCCC(=O)N1CC2=CC=C(C=C2C1)NC(=O)C1=CC=C(CN(C(=O)C=2C=CC3=C(OCC(N3)=O)C2)C2CC2)C=C1